methyl-1-(4-vinylbenzyl)-piperidin-1-ium chloride [Cl-].C[N+]1(CCCCC1)CC1=CC=C(C=C1)C=C